FC1(CCN(CC1)C1=NC=CC(=N1)NC1=CC(=NO1)C1=CC=C(C=C1)OC)F N-(2-(4,4-difluoropiperidin-1-yl)pyrimidin-4-yl)-3-(4-methoxyphenyl)isoxazol-5-amine